C1=CC=C2C(=C1)C=CC(=C2O)C3=C(C4=CC=CC=C4C=C3)O dinaphthol